OC1(CCC(CC1)NC(OC(C)(C)C)=O)CCO Tert-butyl (trans-4-hydroxy-4-(2-hydroxyethyl)cyclohexyl)carbamate